4-ethoxy-6-(4-formyl-1H-pyrazol-1-yl)pyridine-3-carbonitrile C(C)OC1=C(C=NC(=C1)N1N=CC(=C1)C=O)C#N